S1C=CC2=C1C1(NC2=O)CC1 spiro[cyclopropane-1,6'-thieno[2,3-c]pyrrol]-4'(5'H)-one